ClC1=CC=NC2=C(C=CC(=C12)Cl)NC(C1=NC=CC=C1)=O N-(4,5-dichloroquinolin-8-yl)picolinamide